CC1=NC2=C(C=CC=C2C(N1C1C(NC(CC1)=O)=O)=O)C#CC1=CC=C(C=C1)CN1CCCCC1 3-(2-methyl-4-oxo-8-((4-(piperidin-1-ylmethyl)phenyl)ethynyl)quinazolin-3(4H)-yl)piperidine-2,6-dione